3-(4-aminophenyl)-1-(tert-butyl)-5-(pyrazin-2-ylamino)-1H-pyrazole NC1=CC=C(C=C1)C1=NN(C(=C1)NC1=NC=CN=C1)C(C)(C)C